C1(CC1)CN1N=CC(=C1)C=1N(C(=C(N1)N1CC2=NC=C(C=C2C1=O)C(F)(F)F)S(=O)(=O)CC)C 6-[2-[1-(cyclopropylmethyl)pyrazol-4-yl]-5-ethylsulfonyl-1-methyl-imidazol-4-yl]-3-(trifluoromethyl)-7H-pyrrolo[3,4-b]pyridin-5-one